C(C)OC(=O)C=1C(=C(SC1)N)C(=O)OCC diethyl-2-aminothiophene-3,4-dicarboxylic acid